ClC1=CC=C(S1)COC1=C(C(=NN1C(C1=C(C=CC=C1)OC)=O)C1CNCCC1C(F)(F)F)C#N 3-{5-[(5-Chlorothiophen-2-yl)methoxy]-4-cyano-1-(2-methoxybenzoyl)-1H-pyrazol-3-yl}-4-(trifluoromethyl)piperidin